CC=1N=NC=C(C1[C@@H](C)OC=1C=C2C(=NNC2=CC1OC)C=1C=NC(=C(C#N)C1)N1C[C@H](CC1)C(C)(C)O)C 5-(5-((R)-1-(3,5-dimethylpyridazin-4-yl)ethoxy)-6-methoxy-1H-indazol-3-yl)-2-((S)-3-(2-hydroxypropan-2-yl)pyrrolidin-1-yl)nicotinonitrile